lithium cobalt (ii) oxide [Co]=O.[Li]